ON[C@@H](CC1=CNC2=CC=CC=C12)C(=O)O hydroxy-tryptophan